FC=1C=CC2=C(N(C(=N2)C=2C=NC=C(C2)CN2C=NC=C2)CCOS(=O)(=O)C2=CC=C(C)C=C2)C1 6-fluoro-2-[5-(imidazol-1-ylmethyl)pyridin-3-yl]-1-[2-(p-toluenesulfonyloxy)ethyl]benzimidazole